C(C1=CC=CC=C1)OC=1C=C(C#N)C=C(C1C(=O)N1CC2=CC=C(C=C2C1)CN(C)C)O 3-(Benzyloxy)-4-(5-((dimethylamino)methyl)isoindoline-2-carbonyl)-5-hydroxybenzonitrile